2-[1-[2-(5-Fluoroisoindolin-2-yl)-6-methyl-4-oxo-chromen-8-yl]ethylamino]benzoic acid FC=1C=C2CN(CC2=CC1)C=1OC2=C(C=C(C=C2C(C1)=O)C)C(C)NC1=C(C(=O)O)C=CC=C1